CNC1=C(C=CC=C1)C1=CC=CC=C1 N-methyl-2-phenylaniline